N[C@@H](CCC(=O)N1[C@@H](CCC1)C(=O)O)C(=O)O γ-Glutamylproline